O1COC2=NC(=CC=C21)C=2C(=CC(=NC2)NC(C)=O)NC2=NC(=CC(=C2)OC)S(=O)(=O)C N-(5-([1,3]dioxolo[4,5-b]pyridin-5-yl)-4-((4-methoxy-6-(methylsulfonyl)pyridin-2-yl)amino)pyridin-2-yl)acetamide